8-amino-N-{4-[2-(4,4-difluoro-1,4'-bipiperidin-1'-yl)-2-oxoethyl]-1,3-thiazol-2-yl}-4,4-dimethyl-4,5-dihydro-1H-pyrazolo[4,3-H]quinazoline-3-carboxamide NC1=NC=2C3=C(C(CC2C=N1)(C)C)C(=NN3)C(=O)NC=3SC=C(N3)CC(=O)N3CCC(CC3)N3CCC(CC3)(F)F